FC(C1=CC=C2C(NC(C2=C1)=O)=O)(F)F 6-(trifluoromethyl)isoindoline-1,3-dione